8-bromo-N-(4-methoxybenzyl)-[1,2,3]triazolo[1,5-a]quinoxalin-4-amine BrC1=CC=C2N=C(C=3N(C2=C1)N=NC3)NCC3=CC=C(C=C3)OC